NC(C)(C1CC1)C1=NN(C2=CN=C(C=C21)NC2=CC=C1C(=N2)N(C=N1)C(C)C)C 3-(1-Amino-1-cyclopropylethyl)-N-(3-isopropyl-3H-imidazo[4,5-b]pyridin-5-yl)-1-methyl-1H-pyrazolo[3,4-c]pyridin-5-amine